FCCNC(=O)C=1SC=C(N1)C=1C=C2C(=NC1)NC(=C2)C2=CC=C(C=C2)F N-(2-fluoroethyl)-4-(2-(4-fluoro-phenyl)-1H-pyrrolo[2,3-b]pyridin-5-yl)thiazole-2-carboxamide